BrC[Si](C)(C)Cl (Bromomethyl)chlorodimethylsilane